3-((S)-1-(8-amino-1-methylimidazo[1,5-a]pyrazin-3-yl)ethyl)-5-chloro-6-fluoro-N-((1R,2R)-2-hydroxycyclohexyl)-2-isopropoxybenzamide NC=1C=2N(C=CN1)C(=NC2C)[C@@H](C)C=2C(=C(C(=O)N[C@H]1[C@@H](CCCC1)O)C(=C(C2)Cl)F)OC(C)C